N-[(6-Amino-2-pyridyl)sulfonyl]-2-(2-benzylpyrrolidin-1-yl)-6-(6-isopropoxy-3-pyridyl)pyridin-3-carboxamid NC1=CC=CC(=N1)S(=O)(=O)NC(=O)C=1C(=NC(=CC1)C=1C=NC(=CC1)OC(C)C)N1C(CCC1)CC1=CC=CC=C1